triazolylpyridinium N1N=NC(=C1)[N+]1=CC=CC=C1